[F-].C(CC)[NH+]1CC(CCC1)CC 1-propyl-3-ethylpiperidinium fluoride